6,8-dihydro-5H-quinazoline N1=CN=CC=2CCCCC12